4-Methoxybenzyl 3-oxocyclobutanecarboxylate O=C1CC(C1)C(=O)OCC1=CC=C(C=C1)OC